C1CCC(CC1)NC(=O)NC2=CC=C(C=C2)I The molecule is a member of the class of phenylureas that is urea in which a hydrogen attached to one nitrogen is replaced by a cyclohexyl group and a hydrogen attached to the other nitrogen is replaced by a p-iodophenyl group. It is an organoiodine compound and a member of phenylureas.